(1-methyl-1H-indazol-5-yl)phenol CN1N=CC2=CC(=CC=C12)C1=C(C=CC=C1)O